2-[[7-Acetamido-6-[4-[(E)-3-(4-chlorophenyl)-3-oxoprop-1-enyl]phenoxy]-2-phenyl-4,4a,6,7,8,8a-hexahydropyrano[3,2-d][1,3]dioxin-8-yl]oxy]propanoic acid C(C)(=O)NC1C(C2OC(OCC2OC1OC1=CC=C(C=C1)\C=C\C(=O)C1=CC=C(C=C1)Cl)C1=CC=CC=C1)OC(C(=O)O)C